(2S,4R)-4-hydroxy-1-(2-{1-[3-(2-hydroxyphenyl)cinnolin-6-yl]-1,2,3-triazol-4-yl}-3-methylbutanoyl)-N-[(1S)-1-[4-(4-methyl-1,3-thiazol-5-yl)phenyl]ethyl]pyrrolidine-2-carboxamide O[C@@H]1C[C@H](N(C1)C(C(C(C)C)C=1N=NN(C1)C=1C=C2C=C(N=NC2=CC1)C1=C(C=CC=C1)O)=O)C(=O)N[C@@H](C)C1=CC=C(C=C1)C1=C(N=CS1)C